CC1=NC(=NN1CCC[Si](OC)(OC)OC)CCCCCCCC 5-methyl-3-octyl-1-[3-(trimethoxysilyl)propyl]-1,2,4-triazole